bis((R)-2,5,7,8-Tetramethyl-2-((4R,8R)-4,8,12-trimethyltridecyl)chroman-6-yl) 2-((3-morpholinopropanoyl)oxy)malonate O1CCN(CC1)CCC(=O)OC(C(=O)OC=1C(=C2CC[C@](OC2=C(C1C)C)(CCC[C@@H](CCC[C@@H](CCCC(C)C)C)C)C)C)C(=O)OC=1C(=C2CC[C@](OC2=C(C1C)C)(CCC[C@@H](CCC[C@@H](CCCC(C)C)C)C)C)C